(2RS)-2-[4-(4-chlorophenoxy)-α,α,α-trifluoro-o-tolyl]-1-(1H-1,2,4-triazol-1-yl)propan-2-ol ClC1=CC=C(OC2=CC(=C(C=C2)C(F)(F)F)[C@@](CN2N=CN=C2)(C)O)C=C1 |r|